ClC1=CC=C(C=C1)C1N(C(CC2=CC(=C(C=C12)OC(C)C)OC)=O)C1=CC=C(N(C)CC2CCN(CC2)C(=O)OC(C)(C)C)C=C1 tert-butyl 4-[[4-[1-(4-chlorophenyl)-7-isopropoxy-6-methoxy-3-oxo-1,4-dihydroisoquinolin-2-yl]-N-methyl-anilino]methyl]piperidine-1-carboxylate